FC(CN1N=CC(=C1)S(=O)(=O)N1N=C2C(=C1)CN(C2)C([C@H](C2=CC=CC=C2)O)=O)F (2S)-1-[2-[1-(2,2-difluoroethyl)pyrazol-4-ylsulfonyl]-4H,6H-pyrrolo[3,4-c]pyrazol-5-yl]-2-hydroxy-2-phenylethanone